COC=1C=C2C(=NC(=NC2=CC1OCCCN1CCCC1)C1=CN=C(S1)C)NC1CCOCC1 6-methoxy-2-(2-methylthiazol-5-yl)-7-(3-(pyrrolidin-1-yl)propoxy)-N-(tetrahydro-2H-pyran-4-yl)quinazolin-4-amine